2-propylpentanethioate C(CC)C(C([O-])=S)CCC